N-phenyl-[1,2,4]triazolo[4,3-a]pyrazin-3-amine C1(=CC=CC=C1)NC1=NN=C2N1C=CN=C2